FC=1C=C(C=C(C1)N1CCOCC1)NC1=NC=C(C(=N1)NC=1C=CC2=C(NC(O2)=O)C1)C 5-(2-(3-fluoro-5-morpholinophenylamino)-5-methylpyrimidin-4-ylamino)benzo[d]oxazol-2(3H)-one